C(C)(=O)NC1=C(C(=O)NC2=NC=C(C=C2)C(F)(F)F)C=CC=C1 2-acetamido-N-(5-(trifluoromethyl)pyridin-2-yl)benzamide